C(#N)C=1C=C(C=CC1)C1=NN2C(N=C(C=C2)NC(=O)N2CC3(COC3)C2)=C1C1=CC(=NC(=C1)C)C N-[2-(3-Cyanophenyl)-3-(2,6-dimethyl-4-pyridyl)pyrazolo[1,5-a]pyrimidin-5-yl]-2-oxa-6-azaspiro[3.3]heptane-6-carboxamide